C(=C)C=1SCCC1 vinyl-thiolene